rac-Methyl 2-((3R,4R)-4-(((6-(cyclopropyl(4-(trifluoromethyl)benzyl)amino)-5-fluoropyrimidin-4-yl)amino)methyl)-3-hydroxypiperidin-1-yl)-2-(tetrahydro-2H-pyran-4-yl)acetate C1(CC1)N(C1=C(C(=NC=N1)NC[C@@H]1[C@H](CN(CC1)[C@@H](C(=O)OC)C1CCOCC1)O)F)CC1=CC=C(C=C1)C(F)(F)F |&1:18|